C(C1=CC=CC=C1)SC=1C(=C(C=CC1)N)C (benzylthio)-2-methylbenzenamine